C[Si](CCCOCC1CO1)(OC)C dimethylmethoxy(3-glycidoxypropyl)silane